(S)-3-(2-(3-(4-methoxy-3-(1-methyl-1H-pyrazol-5-yl)phenyl)azetidin-1-yl)-2-oxoethyl)pyrrolidine-1-carbonitrile COC1=C(C=C(C=C1)C1CN(C1)C(C[C@H]1CN(CC1)C#N)=O)C1=CC=NN1C